3-(6-fluoro-2,3-dimethylphenyl)butanoic acid FC1=CC=C(C(=C1C(CC(=O)O)C)C)C